FC1=C(OC2=NC=NC3=CC(=C(C=C23)NC(C=C)=O)OC)C=CC(=C1)NC(=O)NCCC1=NC=CC=C1 N-(4-(2-fluoro-4-(3-(2-(pyridin-2-yl)ethyl)ureido)phenoxy)-7-methoxyquinazolin-6-yl)acrylamide